5-amino-N-{2-[3-amino-4-(ethoxymethyl)pyrrolidin-1-yl]-5,6,7,8-tetrahydroquinolin-6-yl}-2-methylthieno[2,3-d]pyrimidine-6-carboxamide NC1=C(SC=2N=C(N=CC21)C)C(=O)NC2CC=1C=CC(=NC1CC2)N2CC(C(C2)COCC)N